(2r,3r,4r,5s,6r)-2-((caproyl-oxy)methyl)-6-(4-chloro-3-(4-ethoxyphenyl)phenyl)tetrahydro-2H-pyran C(CCCCC)(=O)OC[C@@H]1O[C@H](CCC1)C1=CC(=C(C=C1)Cl)C1=CC=C(C=C1)OCC